CN1C=NC2=C1C=C(C=C2)[C@@]21CCN([C@H]1CCCC2)C |r| 1-methyl-6-[rac-(3aS,7aS)-1-methyl-3,4,5,6,7,7a-hexahydro-2H-indol-3a-yl]benzimidazole